4-(3-oxa-8-azabicyclo[3.2.1]octan-8-yl)-7-bromo-1,5-naphthyridin-2-amine C12COCC(CC1)N2C2=CC(=NC1=CC(=CN=C21)Br)N